SCCC[SiH2]CC(OC)OC 3-mercaptopropyl-dimethoxyethyl-silane